[[amino-[3-[2-[[3-[[2-(tert-butoxycarbonylamino)acetyl]amino]phenyl]sulfonylamino]-2-thiazol-2-yl-ethyl]phenyl]methylene]amino] acetate C(C)(=O)ON=C(C1=CC(=CC=C1)CC(C=1SC=CN1)NS(=O)(=O)C1=CC(=CC=C1)NC(CNC(=O)OC(C)(C)C)=O)N